NC1=NC(N(C=C1F)[C@H]1[C@H]([C@@H]2O[P@@](OC[C@]2(O1)CCl)(=O)OC(C)C)F)=O 4-amino-1-((2R,4aR,6R,7S,7aR)-4a-(chloromethyl)-7-fluoro-2-isopropoxy-2-oxidotetrahydro-4H-furo[3,2-d][1,3,2]dioxaphosphinin-6-yl)-5-fluoropyrimidin-2(1H)-one